(R)-4-(4-((2,6-dioxopiperidin-3-yl)amino)-2-fluorophenyl)piperidine hydrochloride Cl.O=C1NC(CC[C@H]1NC1=CC(=C(C=C1)C1CCNCC1)F)=O